pyrazolo[1,5-a]pyrimidine-7-ol sodium [Na].N1=CC=C2N1C(=CC=N2)O